thieno[3,2-b]thiophene-3-sulfonyl chloride S1C2=C(C(=C1)S(=O)(=O)Cl)SC=C2